(Z)-4-(phenyldiazenyl)phenyl tridecanoate C(CCCCCCCCCCCC)(=O)OC1=CC=C(C=C1)\N=N/C1=CC=CC=C1